CC1=NN(C2=NC(=NC=C21)NC=2C(=CC=1N(C2)N=CN1)C)C1CC2(COC2)C1 3-methyl-N-[7-methyl-[1,2,4]triazolo[1,5-a]pyridin-6-yl]-1-[2-oxaspiro[3.3]heptan-6-yl]pyrazolo[3,4-d]pyrimidin-6-amine